2-(4-cyanophenyl)-N-(piperidin-3-yl)-1-(p-tolyl)-1H-benzo[d]imidazole-5-carboxamide C(#N)C1=CC=C(C=C1)C1=NC2=C(N1C1=CC=C(C=C1)C)C=CC(=C2)C(=O)NC2CNCCC2